C1(CCCCC1)NC(=O)C1=CC2=CC=C(C=C2C=C1)C(=O)NC1CCCCC1 2-N,6-N-dicyclohexylnaphthalene-2,6-dicarboxamide